COC=1C(=CC2=CN(N=C2C1)[C@H]1[C@@H](CC(CC1)NC(CC)=O)C)C(=O)N 6-methoxy-2-((1r,2r)-2-methyl-4-(N-methylacetylamino)cyclohexyl)-2H-indazole-5-carboxamide